2-(2-chlorobenzyl)-N3-(1H-indol-4-yl)quinoxaline-2,3-diamine ClC1=C(CC2(NC3=CC=CC=C3N=C2NC2=C3C=CNC3=CC=C2)N)C=CC=C1